BrC1=CC=2C(C3=CC(=CC=C3NC2C=C1)Br)(C)C 2,7-dibromo-9,9-dimethylacridin